ClC1=NC(=CC(=N1)C=1C=CC=C2C(=C(C=NC12)C(=O)NN1CCOC2=C1C=CC=C2)N2CCOCC2)C(F)(F)F 8-[2-chloro-6-(trifluoromethyl)pyrimidin-4-yl]-N-(2,3-dihydro-1,4-benzoxazin-4-yl)-4-morpholino-quinoline-3-carboxamide